3-(5-((1r,5s)-9-benzyl-3-oxa-9-azabicyclo[3.3.1]non-7-yl)-1-oxoisoindolin-2-yl)piperidine-2,6-dione C(C1=CC=CC=C1)N1[C@H]2COC[C@@H]1CC(C2)C=2C=C1CN(C(C1=CC2)=O)C2C(NC(CC2)=O)=O